4-(4-Chloro-2-(5-fluoropyridin-2-yl)-1H-imidazol-5-yl)-3-methylbenzoic acid ClC=1N=C(NC1C1=C(C=C(C(=O)O)C=C1)C)C1=NC=C(C=C1)F